C(CCCCCCCCCCCCCCCCC)(=O)[O-].C(CCCCCCCCCCCCCCCCC)(=O)[O-].C(C)(C)(C)[Sn+2]C(C)(C)C di-t-butyltin distearate